(S)-1-cyclopropyl-4-((6-(2-hydroxy-6-methyl-4-(trifluoromethyl)phenyl)-3-(2-hydroxypropan-2-yl)-2H-pyrazolo[3,4-b]pyridin-2-yl)methyl)pyrrolidin-2-one C1(CC1)N1C(C[C@@H](C1)CN1N=C2N=C(C=CC2=C1C(C)(C)O)C1=C(C=C(C=C1C)C(F)(F)F)O)=O